S1C=NC2=C1C=CC=C2N2N=CC(=C2C(F)(F)F)C(=O)NC2=C(C=C(C(=C2)C#N)N2N=CC=N2)C 1-(benzo[d]thiazol-4-yl)-N-(5-cyano-2-methyl-4-(2H-1,2,3-triazol-2-yl)phenyl)-5-(trifluoromethyl)-1H-pyrazole-4-carboxamide